9,12-epoxy-1H-diindolo[1,2,3-fg:3',2',1'-kl]pyrrolo[3,4-i][1,6]benzodiazocine-1,3(2H)-dione C1(NC(C2=C1C1=C3C=4N(C5=CC=C(N3C=3C=CC=CC31)O5)C5=CC=CC=C5C24)=O)=O